NC1=NC(=CC=C1NC(OCC)=O)OCC1=CC=C(C=C1)C(F)(F)F Ethyl (2-amino-6-((4-(trifluoromethyl)benzyl)oxy)pyridin-3-yl)carbamate